8-[(3S)-1-acetylpyrrolidin-3-yl]oxy-4-[(2R)-3-(3,4-dihydro-1H-isoquinolin-2-yl)-2-hydroxy-propyl]-1-methyl-2,3-dihydro-1,4-benzodiazepine-5-one C(C)(=O)N1C[C@H](CC1)OC1=CC2=C(C(N(CCN2C)C[C@@H](CN2CC3=CC=CC=C3CC2)O)=O)C=C1